C(C)OC(=O)C=1C(N(C(N(C1)C1CC1)=O)C1=CC=CC=C1)=O 1-cyclopropyl-2,4-dioxo-3-phenyl-1,2,3,4-tetrahydropyrimidine-5-carboxylic acid ethyl ester